8-(2-(2,2,2-trifluoroethoxy)phenyl)imidazo[1,2-a]pyridine-2-carboxamide FC(COC1=C(C=CC=C1)C=1C=2N(C=CC1)C=C(N2)C(=O)N)(F)F